OCCOC[C@H]1[C@@H]([C@H]1C)C(=O)OC(C)(C)C tert-butyl (1R,2R,3S)-2-((2-hydroxyethoxy)methyl)-3-methylcyclopropane-1-carboxylate